1-(3'-fluoro-[1,1'-biphenyl]-3-yl)naphthalene FC=1C=C(C=CC1)C1=CC(=CC=C1)C1=CC=CC2=CC=CC=C12